methyl 4-(6-amino-3-methyl-2-oxo-benzoimidazol-1-yl)-2-methyl-butanoate NC=1C=CC2=C(N(C(N2C)=O)CCC(C(=O)OC)C)C1